1,26-diamino-3,6,9,12,15,18,21,24-octaoxahexacosane NCCOCCOCCOCCOCCOCCOCCOCCOCCN